C(C1=CC=CC=C1)NC(C(=O)[C@@H]1C[C@@]2(CN1C([C@H](CC(C)C)NC(=O)C=1NC3=CC=CC=C3C1)=O)C(NC1=CC=CC=C12)=O)=O N-((S)-1-((3R,5'S)-5'-(2-(benzylamino)-2-oxoacetyl)-2-oxospiro[indoline-3,3'-Pyrrolidine]-1'-yl)-4-methyl-1-oxopentan-2-yl)-1H-indole-2-carboxamide